O=C1OCC2=CC=C(C=C12)C1(CC1)NC(OCC1=CC=CC=C1)=O benzyl (1-(3-oxo-1,3-dihydroisobenzofuran-5-yl)cyclopropyl)carbamate